ClC1=NN2C(N=CC3=C2C2(OCC2)CC3C(=O)O)=C1 (cis)-2-chloro-6,7-dihydrospiro[cyclopenta[e]pyrazolo[1,5-a]pyrimidine-8,2'-oxetane]-6-carboxylic acid